2-chloro-4-(1-((4-methyl-4H-1,2,4-triazol-3-yl)methyl)-cyclobutyl)-6-(methylthio)pyridine ClC1=NC(=CC(=C1)C1(CCC1)CC1=NN=CN1C)SC